C(C1=CC=CC=C1)OC1=NC(=CC=C1C1=NC(=C(C=C1F)C1OC2(OC1)CCNCC2)C)OCC2=CC=CC=C2 (2',6'-bis(benzyloxy)-3-fluoro-6-methyl-[2,3'-bipyridin]-5-yl)-1,4-dioxa-8-azaspiro[4.5]decane